C(C)(C)(C)C1=CC(=C(C=C1O)CC(=O)NC1=CC(=NC=C1)C(=O)NC1(CC1)C(F)(F)F)Cl 4-[[2-(4-Tert-butyl-2-chloro-5-hydroxy-phenyl)acetyl]amino]-N-[1-(trifluoromethyl)cyclopropyl]pyridine-2-carboxamide